3-[4-[3-(2,6-dimethyl-4-pyridyl)-1H-pyrazol-4-yl]phenyl]benzenesulfonamide CC1=NC(=CC(=C1)C1=NNC=C1C1=CC=C(C=C1)C=1C=C(C=CC1)S(=O)(=O)N)C